C(C1=CC=CC=C1)(=O)N1C[C@@H](CC1)C(=O)N[C@@H]([C@H](O)C1=CC2=C(OCCO2)C=C1)CN1CCCC1 (R)-1-benzoyl-N-((1R,2R)-1-(2,3-dihydrobenzo[b][1,4]dioxin-6-yl)-1-hydroxy-3-(pyrrolidin-1-yl)propan-2-yl)pyrrolidine-3-carboxamide